α-Aminoacetophenon NCC(=O)C1=CC=CC=C1